O=C(CCC1=CC=C(O[C@H](C\C=C/CCCCCCCC(=O)OC)CCCCCC)C=C1)C methyl (S,Z)-12-(4-(3-oxobutyl)phenoxy)octadec-9-enoate